isobutyl-1,2,3,3a,7,7a-hexahydro-6H-3,6-methanopyrrolo[3,2-c]pyridine-6-carboxamide C(C(C)C)N1CC2C3C=NC(CC31)(C2)C(=O)N